FC(CN1N=NC(=C1)C(=O)NCC1=NC=CC(=C1)C(F)(F)F)CCN1N=NC(=C1)C(NC)=O 1-{2-fluoro-4-[4-(methylcarbamoyl)-1H-1,2,3-triazol-1-yl]butyl}-N-{[4-(trifluoromethyl)pyridin-2-yl]methyl}-1H-1,2,3-triazole-4-carboxamide